3-hydroxy-3-(p-tolyl)propyl 4-(6-(1-methyl-1H-pyrazol-4-yl)pyrazolo[1,5-a]pyridin-3-yl)piperazine-1-carboxylate CN1N=CC(=C1)C=1C=CC=2N(C1)N=CC2N2CCN(CC2)C(=O)OCCC(C2=CC=C(C=C2)C)O